2-(1-(bis(4-fluorophenyl)methyl)piperidin-4-yl)-6-bromo-1,2,3,4-tetrahydroisoquinoline FC1=CC=C(C=C1)C(N1CCC(CC1)N1CC2=CC=C(C=C2CC1)Br)C1=CC=C(C=C1)F